FCC(CF)N 1,3-difluoropropan-2-amine